2-((1H-pyrazol-3-yl)methyl)-6-benzyl-4-cyclopropyl-4,6-dihydro-5H-thiazolo[5',4':4,5]Pyrrolo[2,3-d]Pyridazin-5-one N1N=C(C=C1)CC=1SC2=C(N(C=3C(N(N=CC32)CC3=CC=CC=C3)=O)C3CC3)N1